octahydro-2H-chromen O1CCCC2CCCCC12